chloro-1,3-dimethyl-1H-pyrazolo[3,4-H]quinoline ClC=1N(C2=C3C(C=CC2=CC1C)=NN=C3)C